[Cl-].O=C1[C@H]2[C@@H](C3=C(N1)C=CS3)C[NH2+]C2 (5aS,8aR)-5-Oxo-5,5a,6,7,8,8a-hexahydro-4H-pyrrolo[3,4-d]thieno[3,2-b]pyridin-7-ium chloride